N4-(methylsulfonyl)-N5-(2,3,5,6-tetrafluoro-3'-(methoxy-d3)-[1,1'-biphenyl]-4-yl)thiazole-4,5-dicarboxamide CS(=O)(=O)NC(=O)C=1N=CSC1C(=O)NC1=C(C(=C(C(=C1F)F)C1=CC(=CC=C1)OC([2H])([2H])[2H])F)F